methyl 4-(2-(4-(4-((4-chlorobenzofuran-7-yl)methoxy)-5-fluoropyrimidin-2-yl)cyclohex-3-en-1-yl)acetamido)-3-((((S)-oxetan-2-yl)methyl)amino)benzoate ClC1=CC=C(C2=C1C=CO2)COC2=NC(=NC=C2F)C2=CCC(CC2)CC(=O)NC2=C(C=C(C(=O)OC)C=C2)NC[C@H]2OCC2